C(CCC)OC(=O)N[C@H](C(=O)N(C)[C@H](C(=O)O)CC(C)C)CC1CC1 (2S)-2-[(2S)-2-[(r-butoxycarbonyl)amino]-3-cyclopropyl-N-methylpropanamido]-4-methylpentanoic acid